4-(2-Chloro-6-(3-(4-(methylsulfonyl)piperazin-1-yl)prop-1-yn-1-yl)thieno[3,2-d]pyrimidin-4-yl)morpholine ClC=1N=C(C2=C(N1)C=C(S2)C#CCN2CCN(CC2)S(=O)(=O)C)N2CCOCC2